N-(2-chloro-4-(trifluoromethyl)phenyl)-2-(6-ethyl-7-(4-(5-hydroxy-6-methylpyrimidine-4-carbonyl)piperazin-1-yl)-8-oxo-2-(prop-1-en-2-yl)pyrido[2,3-b]pyrazin-5(8H)-yl)acetamide ClC1=C(C=CC(=C1)C(F)(F)F)NC(CN1C(=C(C(C=2C1=NC=C(N2)C(=C)C)=O)N2CCN(CC2)C(=O)C2=NC=NC(=C2O)C)CC)=O